CC1=CC(=CN=N1)C(=O)N 6-methyl-Pyridazine-4-carboxamide